2-phenyl-9-(4,4,5,5-tetramethyl-1,3,2-dioxaborolan-2-yl)-1,10-phenanthroline C1(=CC=CC=C1)C1=NC2=C3N=C(C=CC3=CC=C2C=C1)B1OC(C(O1)(C)C)(C)C